6-bromo-7-methyl-2,3-dihydro-1H-benzo[d]pyrrolo[1,2-a]imidazole BrC=1C(=CC2=C(N=C3N2CCC3)C1)C